2-bromo-1,4-phenylenediamine BrC1=C(C=CC(=C1)N)N